C(C)(C)(C)OOC1(CC(=CC=C1)OOC(C)(C)C)C(C)C 1,3-bis-t-butylperoxycumene